tert-butyl 1-((S*)-4-(benzyloxy)-2-hydroxy-3,3-dimethyl-4-oxobutyl)-6,6-difluorotetrahydro-1H-pyrrolo[3,2-c]isoxazole-4(5H)-carboxylate C(C1=CC=CC=C1)OC(C([C@@H](CN1OCC2C1C(CN2C(=O)OC(C)(C)C)(F)F)O)(C)C)=O |o1:10|